2-((diethoxyphosphoryl)methyl)-[1,1'-biphenyl]-4,4'-dicarboxylic acid C(C)OP(=O)(OCC)CC1=C(C=CC(=C1)C(=O)O)C1=CC=C(C=C1)C(=O)O